N-Boc-N'-benzyl-1H-pyrazole-1-formamidine C(=O)(OC(C)(C)C)NC(=NCC1=CC=CC=C1)N1N=CC=C1